FC1=C(C=C(O[C@H](C(=O)O)CC)C=C1)C(F)(F)F (S)-2-(4-fluoro-3-trifluoromethylphenoxy)butanoic acid